C(N)(=O)C1(CN(CCC1)C(=O)OCC1=CC=CC=C1)C=1N=NN(C1)C Benzyl 3-carbamoyl-3-(1-methyl-1H-1,2,3-triazol-4-yl)piperidine-1-carboxylate